CC=1C(=C(N=NC1C(F)(F)F)OC1=C(C=C(C=C1)C(F)(F)F)C)C(=O)NC1=CC(=CC=C1)S(=O)(=O)C 5-Methyl-N-(3-methylsulfonylphenyl)-3-[2-methyl-4-(trifluoromethyl)phenoxy]-6-(trifluoromethyl)pyridazine-4-carboxamide